(1R,5S,6S,7R)-7-(Tris(4-methoxyphenyl)methoxy)-8-ethyl-3-oxo-8-azabicyclo[3.2.1]octan-6-yl acetate C(C)(=O)O[C@H]1[C@@H]2CC(C[C@H]([C@H]1OC(C1=CC=C(C=C1)OC)(C1=CC=C(C=C1)OC)C1=CC=C(C=C1)OC)N2CC)=O